P(OC)(OCCCC)=O Methyl Butyl Phosphonate